CN1C(OC2=C1C=CC(=C2)N2C(N(C(C(=C2)C(=O)O)=O)[C@@H]2CCC1=C(C=CC=C21)C(F)(F)F)=O)=O (R)-1-(3-methyl-2-oxo-2,3-dihydrobenzo[d]oxazol-6-yl)-2,4-dioxo-3-(4-(trifluoromethyl)-2,3-dihydro-1H-inden-1-yl)-1,2,3,4-tetrahydropyrimidine-5-carboxylic acid